N-(4-fluoro-5-(((2S,4S)-4-((6-methoxypyrimidin-4-yl)oxy)-2-methylpyrrolidin-1-yl)methyl)thiazol-2-yl)acetamide FC=1N=C(SC1CN1[C@H](C[C@@H](C1)OC1=NC=NC(=C1)OC)C)NC(C)=O